C(C)(C)(C)OC(=O)N1C[C@@H](N(CC1)C=1C2=C(N=CN1)N(C=C2C2=C(C=CC=C2)F)C2=CN=NC=C2)C.C(CC[C@@H](C(=O)O)NC(=O)C2=CC=C(NCC1=CN=C3N=C(N)NC(=O)C3=N1)C=C2)(=O)O Folic Acid tert-Butyl-(S)-4-(5-(2-fluorophenyl)-7-(pyridazin-4-yl)-7H-pyrrolo[2,3-d]pyrimidin-4-yl)-3-methylpiperazine-1-carboxylate